NC1=C(C=C(C=N1)NC(C(=O)N1C(CC(C(C1)C)(F)F)C1=CC(=C(C=C1)F)F)=O)C N-(6-amino-5-methylpyridin-3-yl)-2-(2-(3,4-difluorophenyl)-4,4-difluoro-5-methylpiperidin-1-yl)-2-oxoacetamide